FC=1C=2C(N[C@@H](C=3C=CC=4C=C(N(CCCCCC2N=CC1)C4N3)C3=NC4=C(N3C)C(=CC(=C4)C(=O)O)OC)C)=O 2-[(2R)-6-fluoro-2-methyl-4-oxo-3,9,16,22-tetrazatetracyclo[14.5.2.05,10.019,23]tricosa-1(22),5(10),6,8,17,19(23),20-heptaen-17-yl]-7-methoxy-1-methyl-benzimidazole-5-carboxylic acid